4-methyl-N-[(1S)-1-[4-(4-methyl-1,3-thiazol-5-yl)phenyl]ethyl]pyrrolidine-2-carboxamide CC1CC(NC1)C(=O)N[C@@H](C)C1=CC=C(C=C1)C1=C(N=CS1)C